COC(COC1=C(C=C(C=C1)Br)OC)=O 2-(4-bromo-2-methoxy-phenoxy)acetic acid methyl ester